OC=1C=C2C(=CC(=NC2=CC1)C(=O)OCC)C(=O)OCC1=CC=CC=C1 4-benzyl 2-ethyl 6-hydroxyquinoline-2,4-dicarboxylate